C1(CCCC1)N1[C@@H](C(N(C=2C=NC(=NC12)N(C1=C(C=C(C(=O)NCCOC2CCN(CC2)C(=O)OC(C)(C)C)C=C1)OC)C)C)=O)CC tert-butyl 4-[2-[[4-[[(7R)-8-cyclopentyl-7-ethyl-5-methyl-6-oxo-7H-pteridin-2-yl]-methyl-amino]-3-methoxy-benzoyl]amino]ethoxy]piperidine-1-carboxylate